C(C)(C)NC=1N(C(C2=C(N1)CN([C@@H](C2)C)C(=O)OC(C)(C)C)=O)C2=CC=C(C=C2)C(NC)=O tert-butyl (R)-2-(isopropylamino)-6-methyl-3-(4-(methylcarbamoyl)phenyl)-4-oxo-4,5,6,8-tetrahydropyrido[3,4-d]pyrimidine-7(3H)-carboxylate